FC(CC(OC=1C(=NC2=CC=CC=C2N1)O)C1=CC=C(C=C1)C)(F)F 3-(2-trifluoromethyl-1-p-tolylethoxy)-2-hydroxyquinoxaline